N-(4-methylphenylsulfonyloxy)bicyclo-[2.2.1]-hept-5-ene-2,3-dicarboximide CC1=CC=C(C=C1)S(=O)(=O)ON1C(=O)C2C3C=CC(C2C1=O)C3